ClC=1C=C2C3(C(N(C2=CC1)C1=C(C=NN1C)I)=O)CC3 5'-Chloro-1'-(4-iodo-methyl-1H-pyrazol-5-yl)spiro[cyclopropane-1,3'-indolin]-2'-one